sulfonyl-bis(phenol) sodium salt [Na].S(=O)(=O)(C1=C(C=CC=C1)O)C1=C(C=CC=C1)O